2,3-Dihydroxy-5-Nitro-Benzamide OC1=C(C(=O)N)C=C(C=C1O)[N+](=O)[O-]